CN([C@@H]1CC[C@@H](CC1)NC1=NN2C(C=N1)=C(C=C2)C=2C=CC1=C(N(N=N1)C)C2)C cis-N1,N1-dimethyl-N4-(5-(1-methyl-1H-benzo[d][1,2,3]triazol-6-yl)pyrrolo[2,1-f][1,2,4]triazin-2-yl)cyclohexane-1,4-diamine